rac-(1S*,2S*)-N-(4-fluoropyridin-2-yl)-2-(4-methylpyrimidin-2-yl)cyclopropane-1-carboxamide FC1=CC(=NC=C1)NC(=O)[C@@H]1[C@H](C1)C1=NC=CC(=N1)C |r|